trans-4-(4-amino-3-(4-phenoxyphenyl)-1H-pyrazolo[3,4-d]pyrimidin-1-yl)-3-fluoro-[1,4'-bipiperidine]-1'-carboxylic acid tert-butyl ester C(C)(C)(C)OC(=O)N1CCC(CC1)N1CC(C(CC1)N1N=C(C=2C1=NC=NC2N)C2=CC=C(C=C2)OC2=CC=CC=C2)F